(2-(3,6-Diazabicyclo[3.1.1]heptan-3-yl)-7-(thiazol-2-yl)benzo[d]oxazol-4-yl)(pyrrolidin-1-yl)methanone C12CN(CC(N1)C2)C=2OC1=C(N2)C(=CC=C1C=1SC=CN1)C(=O)N1CCCC1